2-(6-amino-5-(cyclohexyloxy)pyridazin-3-yl)phenol NC1=C(C=C(N=N1)C1=C(C=CC=C1)O)OC1CCCCC1